C(=O)OC1=C(C=C(C(=C1)Cl)Cl)C(C1CCN(CC1)CCC(N)=O)N 2-[amino[1-(2-carbamoylethyl)piperidin-4-yl]methyl]-4,5-dichlorophenyl formate